methyl (Z)-6-(2,4-dichlorophenyl)-5-(4-((1-(3-fluoropropyl)pyrrolidin-3-ylidene)methyl)phenyl)-7,8-dihydronaphthalene-2-carboxylate ClC1=C(C=CC(=C1)Cl)C1=C(C=2C=CC(=CC2CC1)C(=O)OC)C1=CC=C(C=C1)\C=C\1/CN(CC1)CCCF